[C@@H]1([C@@H](O)[C@@H](O)[C@H](O)[C@H](O1)CO)C1=NC2=CC=CC=C2C=C1 beta-D-mannosyl-quinoline